ClC1=CC=CC=2N1N=C(C2)[C@@H]2N(CCC1=C2N=CN1)C(=O)C=1OC(=NN1)C1=NC=C(C=C1)OC (R)-(4-(7-chloropyrazolo[1,5-a]pyridin-2-yl)-6,7-dihydro-1H-imidazo[4,5-c]pyridin-5(4H)-yl)(5-(5-methoxypyridin-2-yl)-1,3,4-oxadiazol-2-yl)methanone